benzyl 4-(1-(tert-butoxycarbonyl)piperidine-4-carbonyl)piperazine-1-carboxylate C(C)(C)(C)OC(=O)N1CCC(CC1)C(=O)N1CCN(CC1)C(=O)OCC1=CC=CC=C1